NC1=C(C=C(N=N1)C1=C(C=CC=C1)O)N1CC2CCC(C1)N2C2=CC(=NC=C2)C#CCN2C1(CC1)CCCC2 2-[6-amino-5-[8-[2-[3-(4-azaspiro[2.5]oct-4-yl)prop-1-ynyl]-4-pyridinyl]-3,8-diazabicyclo[3.2.1]oct-3-yl]pyridazin-3-yl]phenol